(2-fluoro-6-[1,2,3]triazol-2-yl-phenyl)-methanone hydrochloride Cl.FC1=C(C(=CC=C1)N1N=CC=N1)C=O